C(C)C(C(C)(C)C)=NN tert-butyl ethyl ketone hydrazone